COC1=NC=C(C(=N1)OC)C=1C=C(C=2N(N1)C=CN2)N2CCCC2 6-(2,4-dimethoxypyrimidin-5-yl)-8-pyrrolidin-1-yl-imidazo[1,2-b]pyridazine